4-amino-N'-hydroxy-N-(4-hydroxycyclohexyl)-1,2,5-oxadiazole NC1=CN(ON1O)C1CCC(CC1)O